C1NCC12CCN(CC2)CCCC2=CC=CC=1N(C(N(C12)C)=O)C1C(NC(CC1)=O)=O 3-[4-[3-(2,7-diazaspiro[3.5]nonan-7-yl)propyl]-3-methyl-2-oxo-benzimidazol-1-yl]piperidine-2,6-dione